C(C)(C)(C)OC(=O)N([C@@H](CC(C)C)C(=O)N([C@H](CCOC1=CC=CC=C1)C(=O)O)C)C N-(N-(tert-Butoxycarbonyl)-N-methyl-L-leucyl)-N-methyl-O-phenyl-D-homoserine